3-(9-(methyl(7H-pyrrolo[2,3-d]pyrimidin-4-yl)amino)-3-azaspiro[5.5]undecan-3-yl)-3-oxopropane-1-sulfonamide CN(C1CCC2(CCN(CC2)C(CCS(=O)(=O)N)=O)CC1)C=1C2=C(N=CN1)NC=C2